2-fluoronicotinic acid ethyl ester C(C)OC(C1=C(N=CC=C1)F)=O